CC(CCCNC(=O)C=1C(=NC(=CC1C)N1CC(OCC1)C)SCC)(C)C N-(4,4-Dimethyl-pentyl)-2-ethylsulfanyl-4-methyl-6-(2-methyl-morpholin-4-yl)-pyridine-3-carboxylic acid amide